11-aminoundecanic acid NCCCCCCCCCCC(=O)O